O1CCOC12CCC(CC2)=NNC2=CC(NC=N2)=O 6-(2-(1,4-dioxaspiro[4.5]decan-8-ylidene)hydrazino)pyrimidin-4(3H)-one